2-(4-hydroxy-3-methoxyphenyl)-1,3-propylene glycol OC1=C(C=C(C=C1)C(CO)CO)OC